ClC=1C=CC(=NC1)OC(=O)N1CC(CC(C1)F)N1C(CCCC1)=O 5'-fluoro-2-oxo[1,3'-bipiperidine]-1'-carboxylic acid 5-chloropyridin-2-yl ester